N1N=NC(=C1)CN1C[C@@H](C(CCC1)=O)N (3S,6S)-N-((1H-1,2,3-triazol-4-yl)methyl)-3-amino-4-oxo-1,2,3,4,6,7-hexahydroazepine